4-[4-(2,2-dioxido-3,4-dihydropyrido[2,1-c][1,2,4]thiadiazin-9-yl)phenoxy]phenol O=S1(N=C2N(CC1)C=CC=C2C2=CC=C(OC1=CC=C(C=C1)O)C=C2)=O